C(C)(=O)OC1=CC(=CC2=C(C=C(C(=C12)F)F)Br)C(=O)OC methyl 4-acetoxy-8-bromo-5,6-difluoro-2-naphthoate